C1(CCCCC1)[C@H](C)OC1=C(C(=O)NC2=C(C(=CC=C2)C(F)(F)F)C)C=C(C(=C1)N1N=C2N(CCCC2)C1=O)F 2-[(1S)-1-cyclohexylethoxy]-5-fluoro-N-[2-methyl-3-(trifluoromethyl)phenyl]-4-(3-oxo-5,6,7,8-tetrahydro[1,2,4]triazolo[4,3-a]pyridin-2(3H)-yl)benzamide